O1C(CC=C1)=O Furanon